COCC1=CC=C(C=C1)NC(=O)C1=CNC=2N=CN=CC21 N-(4-(methoxymethyl)phenyl)-7H-pyrrolo[2,3-d]pyrimidine-5-carboxamide